2-chloro-6-(methylthio)iodobenzene ClC1=C(C(=CC=C1)SC)I